ClC=1C=C(C=NC1N1N=CC=N1)NC(=O)C1CC(C2=C1C(=CC=1N2N=C(C1)C)F)(C)C N-(5-chloro-6-(2H-1,2,3-triazol-2-yl)pyridin-3-yl)-5-fluoro-2,8,8-trimethyl-7,8-dihydro-6H-cyclopenta[e]pyrazolo[1,5-a]pyridine-6-carboxamide